ethyl (3S)-3-[7-(hydroxymethyl)-2,3-dihydro-1H-inden-5-yl]-3-(1,4,7-trimethyl-1H-Benzotriazol-5-yl)propanoate OCC=1C=C(C=C2CCCC12)[C@H](CC(=O)OCC)C1=C(C2=C(N(N=N2)C)C(=C1)C)C